[5-(3-aminophenyl)-2-furyl]methanol NC=1C=C(C=CC1)C1=CC=C(O1)CO